3-(8-cyano-quinolin-5-yl)-5-methyl-piperidine-1-carboxylic acid (3,3-difluoro-cyclobutylmethyl)-amide FC1(CC(C1)CNC(=O)N1CC(CC(C1)C)C1=C2C=CC=NC2=C(C=C1)C#N)F